C(CCC(=O)OCC(CCCC)CC)(=O)OCC(CCCC)CC 1,4-Bis(2-ethylhexyl) succinate